OC1CC2(CN(C2)[C@H]2[C@H](CCCC2)OC=2C=C3CN(C(C3=CC2)=O)C2C(NC(CC2)=O)=O)C1 3-(5-(((1S,2R)-2-(6-hydroxy-2-azaspiro[3.3]heptan-2-yl)cyclohexyl)oxy)-1-oxoisoindolin-2-yl)piperidine-2,6-dione